ClC1=NC=C(C=N1)C1=NN(C2=CC=C(C=C12)O[C@H](C)C1=C(C=NC=C1Cl)Cl)C1OCCCC1 (2-chloropyrimidin-5-yl)-5-[(1R)-1-(3,5-dichloro-4-pyridinyl)ethoxy]-1-tetrahydropyran-2-yl-indazole